FC=1C=C2C(C=C(N3C2=C(C1)CC3CO)C(=O)[O-])=C=O 8-fluoro-2-(hydroxymethyl)-6-carbonyl-1,2-dihydro-6H-pyrrolo[3,2,1-ij]quinoline-4-carboxylate